ClC=1C(=C(C=CC1Cl)NC1=NC=NC2=CC=C(C=C12)[C@H]1CNCC1)F N-(3,4-dichloro-2-fluoro-phenyl)-6-[(3S)-pyrrolidin-3-yl]quinazolin-4-amine